2-(2-{5-[(7R)-7-amino-2-azabicyclo[2.2.1]heptane-2-carbonyl]-7-methoxy-1-methyl-1H-1,3-benzodiazol-2-yl}-1-(cyclopropylmethyl)-1H-indol-6-yl)-1,3-difluoropropan-2-ol N[C@H]1C2N(CC1CC2)C(=O)C2=CC1=C(N(C(=N1)C=1N(C3=CC(=CC=C3C1)C(CF)(CF)O)CC1CC1)C)C(=C2)OC